methyl N-methyl-N-(5-((S)-1-tritylaziridine-2-carboxamido)picolinoyl)-L-valinate CN([C@@H](C(C)C)C(=O)OC)C(C1=NC=C(C=C1)NC(=O)C1[N@](C1)C(C1=CC=CC=C1)(C1=CC=CC=C1)C1=CC=CC=C1)=O